FC1=C(C(=CC=C1)F)[C@H]1N(OCC1)C1=CC(=NC=N1)NC=1C(=CC(=C(C1)NC(C=C)=O)N1CCC(CC1)N1CCN(CC1)C)OC N-(5-((6-((S)-3-(2,6-difluorophenyl)-isoxazolidine-2-yl)pyrimidine-4-yl)amino)-4-methoxy-2-(4-(4-methylpiperazine-1-yl)piperidine-1-yl)phenyl)acrylamide